3-[5-(azetidin-3-yloxy)-1-oxo-3H-isoindol-2-yl]piperidine-2,6-dione N1CC(C1)OC=1C=C2CN(C(C2=CC1)=O)C1C(NC(CC1)=O)=O